3,6-diamino-2,5-pyrazinedicarbonitrile NC=1C(=NC(=C(N1)C#N)N)C#N